CNC=1N=NC(=CC1N)C(F)(F)F N3-methyl-6-(trifluoromethyl)pyridazine-3,4-diamine